O=C1CCN(CC1)C1=CC=C(S1)\C=C/1\C(=NOC1=O)C1=CC=CC=C1 (Z)-4-((5-(4-oxopiperidin-1-yl)thiophen-2-yl)methylene)-3-phenylisoxazol-5(4H)-one